C1(=CC=CC=C1)N(C(=O)N1[C@@H]([C@H]2CC[C@@H](C1)N2C(N(CC2=C(C=CC=C2)F)CC)=O)C(=O)O)C2=CC=CC=C2 (1R,2S,5S)-3-(diphenylcarbamoyl)-8-(ethyl(2-fluorobenzyl)carbamoyl)-3,8-diazabicyclo[3.2.1]octane-2-carboxylic acid